calcium diaspartate N[C@@H](CC(=O)[O-])C(=O)[O-].N[C@@H](CC(=O)[O-])C(=O)[O-].[Ca+2].[Ca+2]